3-fluoropyrrolidine-1-sulfonyl chloride FC1CN(CC1)S(=O)(=O)Cl